C1(CCCCC1)C(=O)N (1r,4r)-cyclohexanecarboxamide